2,2-diethoxyphenyl-acetophenone C(C)OC1(C(C=CC=C1)CC(=O)C1=CC=CC=C1)OCC